tert-butyl ((1s,3s)-3-(4-(3-(4-((6-cyanopyridin-3-yl)oxy)phenyl)pentan-3-yl)phenoxy) cyclobutyl)carbamate C(#N)C1=CC=C(C=N1)OC1=CC=C(C=C1)C(CC)(CC)C1=CC=C(OC2CC(C2)NC(OC(C)(C)C)=O)C=C1